N-[[5-[5-(difluoromethyl)-1,3,4-oxadiazol-2-yl]thiazol-2-yl]methyl]-N-[5-(difluoromethyl)-3-pyridyl]ethanesulfonamide FC(C1=NN=C(O1)C1=CN=C(S1)CN(S(=O)(=O)CC)C=1C=NC=C(C1)C(F)F)F